ClC1=CC=C(C(=N1)C(=O)OC(C)(C)C)NC(C)C=1C=C(C=C2C(C=C(OC12)C1=CC=C2C(=N1)NC=C2)=O)C tert-Butyl 6-chloro-3-[1-[6-methyl-4-oxo-2-(1H-pyrrolo[2,3-b]pyridin-6-yl)chromen-8-yl]ethylamino]pyridine-2-carboxylate